5-(3-((1-(4-fluoro-3-methylphenyl)ethyl)amino)-1,2,4-triazin-6-yl)-3-methylbenzo[d]oxazol-2(3H)-one FC1=C(C=C(C=C1)C(C)NC=1N=NC(=CN1)C=1C=CC2=C(N(C(O2)=O)C)C1)C